trans-4-(4-(trifluoromethyl)cyclohexyl)phthalazin-1(2H)-one FC([C@@H]1CC[C@H](CC1)C1=NNC(C2=CC=CC=C12)=O)(F)F